Mesitoat C1(=C(C(=CC(=C1)C)C)C(=O)[O-])C